C(C)(C)(C)OC(CCC(CO)(F)F)=O 4,4-difluoro-5-hydroxy-pentanoic acid tert-butyl ester